C(CCCCCC(C)(C)C)(=O)[O-].[Ag+].C(C(C)(C)C)OC1C(CCC1)O 2-(neopentyloxy)cyclopentan-1-ol silver(I) neodecanoate